C1(CC1)N(C)CC1=C(C=CC(=N1)NC=1C=CC(=C2CNC(C12)=O)C1=CN=C2N1C=CC(=C2)F)[C@H]2COCC2 (S)-7-((6-((cyclopropyl(meth-yl)amino)meth-yl)-5-(tetra-hydrofuran-3-yl)pyridin-2-yl)amino)-4-(7-fluoro-imidazo[1,2-a]pyridin-3-yl)isoindolin-1-one